FC(C1=CC=CC(=N1)C=1OC2=C(C=C(C=C2C(C1C)=O)C)[C@@H](C)NC=1C(=NC=CC1)C(=O)OC(C)(C)C)F tert-Butyl 3-[[(1R)-1-[2-[6-(difluoromethyl)-2-pyridyl]-3,6-dimethyl-4-oxo-chromen-8-yl]ethyl]amino]pyridine-2-carboxylate